(S)-2-(((4-(8-((benzyloxy)carbonyl)-3,8-diazabicyclo[3.2.1]octane-3-yl)-7-(3-(benzyloxy)naphthalen-1-yl)-8-fluoropyrido[4,3-d]pyrimidin-2-yl)oxy)methyl)pyrrolidin C(C1=CC=CC=C1)OC(=O)N1C2CN(CC1CC2)C=2C1=C(N=C(N2)OC[C@H]2NCCC2)C(=C(N=C1)C1=CC(=CC2=CC=CC=C12)OCC1=CC=CC=C1)F